OC(C)(C1=CC=CC=C1)C1=C(C=CC(=C1)C)O 2-(1-hydroxy-1-phenylethyl)-4-methylphenol